FC1=C(C=CC2=C1O[C@@H]1[C@H](CC2)[C@H](CC1)\C=C\C([C@H](CCCC)C)O)C(=O)O (1R,3aS,10aR)-5-fluoro-1-[(1E,3ξ,4S)-3-hydroxy-4-methyl-1-octen-1-yl]-2,3,3a,9,10,10a-hexahydro-1H-benzo[b]cyclopenta[f]oxepin-6-carboxylic acid